CC1=CNC=2C3=C(CCC12)C=CC=C3 3-Methyl-4,5-dihydro-1H-benzo[g]indole